1-(4-Chlorophenyl)-N-cyclopropyl-1H-pyrrolo[2,3-b]pyridine-2-carboxamide ClC1=CC=C(C=C1)N1C(=CC=2C1=NC=CC2)C(=O)NC2CC2